(S)-4-(3-(3-((tert-butyldiphenylsilyl)oxy)-2,2-dimethylpropyl)-2-(2-(1-methoxyethyl)pyridin-3-yl)-1-(2,2,2-trifluoroethyl)-1H-indol-5-yl)-2-(triisopropylsilyl)oxazole [Si](C1=CC=CC=C1)(C1=CC=CC=C1)(C(C)(C)C)OCC(CC1=C(N(C2=CC=C(C=C12)C=1N=C(OC1)[Si](C(C)C)(C(C)C)C(C)C)CC(F)(F)F)C=1C(=NC=CC1)[C@H](C)OC)(C)C